4-cyclopropyl-2-methyl-6-(trimethylstannyl)pyrimidine C1(CC1)C1=NC(=NC(=C1)[Sn](C)(C)C)C